BrC=1C2(C=C3C=CC=CC13)CCCCC2 bromospiro[cyclohexane-1,2'-indene]